Lithium 2-((4-cyanophenyl) amino)-4-((2-methoxy-3-(1-methyl-1H-1,2,4-triazol-3-yl)phenyl) amino)pyrimidine-5-carboxylate C(#N)C1=CC=C(C=C1)NC1=NC=C(C(=N1)NC1=C(C(=CC=C1)C1=NN(C=N1)C)OC)C(=O)[O-].[Li+]